N-(2,4-dimethoxybenzyl)ethanamine COC1=C(CNCC)C=CC(=C1)OC